ClC1=CC=C(C=C1)/C(=C/[Si](C)(C)C)/C1=C(C=CC=C1)[Si](C)(C)C (Z)-(2-(4-chlorophenyl)-2-(2-(trimethylsilyl)phenyl)vinyl)trimethylsilane